BrC=1C=C2C(=NC=NN2C1)N1CC(CC1)OCCN1CCC(CC1)(F)F 6-bromo-4-[3-[2-(4,4-difluoro-1-piperidyl)ethoxy]pyrrolidine-1-yl]pyrrolo[2,1-f][1,2,4]triazine